ethyl 4-[(3R)-3-[(2S)-2-{[(tert-butoxy)carbonyl]amino}-5-(2-nitro-1H-imidazol-1-yl)pentanamido]pyrrolidin-1-yl]butanoate C(C)(C)(C)OC(=O)N[C@H](C(=O)N[C@H]1CN(CC1)CCCC(=O)OCC)CCCN1C(=NC=C1)[N+](=O)[O-]